ClC1=C2C(=NC=C1)N=C(O2)N2CCN(CC2)C(=O)C2=CC=C(C=C2)C2=NOC(=N2)CC(C)(C)C (4-(7-chlorooxazolo[4,5-b]pyridin-2-yl)piperazin-1-yl)(4-(5-neopentyl-1,2,4-oxadiazol-3-yl)phenyl)methanone